2,2-dimethyl-3-(4-methyl-3-{[(oxan-2-yl)oxy]methyl}phenyl)propanoate CC(C(=O)[O-])(CC1=CC(=C(C=C1)C)COC1OCCCC1)C